C(C)(C)(C)[Si](OC[C@@H]1CCCC(N1)=O)(C)C (6S)-6-({[tert-butyl-(dimethyl)silyl]oxy}methyl)piperidin-2-one